(3-((4-chloro-1,3,5-triazin-2-yl)amino)phenyl)thiophene-2-amide ClC1=NC(=NC=N1)NC=1C=C(C=CC1)C1=C(SC=C1)C(=O)N